3-(1-(3,4-Dichlorobenzyl)-1H-1,2,3-triazol-4-yl)-2-(4-methoxyphenyl)imidazo[1,2-a]pyridin ClC=1C=C(CN2N=NC(=C2)C2=C(N=C3N2C=CC=C3)C3=CC=C(C=C3)OC)C=CC1Cl